10-[4-[1-(2,6-dioxo-3-piperidyl)-3-methyl-2-oxo-benzimidazol-5-yl]-1-piperidyl]-10-oxo-decanoic acid O=C1NC(CCC1N1C(N(C2=C1C=CC(=C2)C2CCN(CC2)C(CCCCCCCCC(=O)O)=O)C)=O)=O